2-CYCLOPROPYL-7-(TRIFLUOROMETHYL)-1H-INDOLE-3-CARBOXALDEHYDE C1(CC1)C=1NC2=C(C=CC=C2C1C=O)C(F)(F)F